CNC=1N=C(C(=NC1C=1C2=C(C=NC1)N(C=N2)C)C(=O)OC)NC2=CC(=CC=C2)C2CCNCC2 methyl 5-(methylamino)-6-(3-methylimidazo[4,5-c]pyridin-7-yl)-3-[3-(4-piperidyl)anilino]pyrazine-2-carboxylate